1,2-bis(methylthiothio)propane CSSCC(C)SSC